P(O)(O)O.BrC=1C=NC=C(C1)C(C)(C)C.BrC=1C=NC=C(C1)C(C)(C)C.BrC=1C=NC=C(C1)C(C)(C)C tri(3-bromo-5-tert-butylpyridine) phosphite